(2R,6R)-1-(3-fluoro-5-methoxyphenyl)-2,6-dimethylpiperazine FC=1C=C(C=C(C1)OC)N1[C@@H](CNC[C@H]1C)C